(2R,3R,4S,5R)-2-(2-chloro-6-spiro[indane-1,3'-pyrrolidine]-1'-yl-purin-9-yl)-5-(hydroxymethyl)tetrahydrofuran-3,4-diol ClC1=NC(=C2N=CN(C2=N1)[C@@H]1O[C@@H]([C@H]([C@H]1O)O)CO)N1CC2(CC1)CCC1=CC=CC=C12